ethyl 2,2-difluoropentanedioate FC(C(=O)OCC)(CCC(=O)[O-])F